C1(CC1)COC1=C(C=C(C=C1)S(=O)(=O)C)C=1C(=CC(N(N1)C)=O)C 6-[2-(cyclopropylmethoxy)-5-methylsulfonylphenyl]-2,5-dimethylpyridazin-3-one